(E)-3-(3-(3,5-dimethylphenyl)-7-fluoro-2-(1-fluoroethyl)-4-oxo-3,4-dihydroquinazolin-6-yl)-N-((tetrahydro-2H-pyran-2-yl)oxy)acrylamide CC=1C=C(C=C(C1)C)N1C(=NC2=CC(=C(C=C2C1=O)/C=C/C(=O)NOC1OCCCC1)F)C(C)F